C(N)(=N)N1CCC(=CC1)C=1C=NC(=CC1)NC(=O)C=1OC=C(C1)C=1CCN(CC1)C(N)=N N-{1'-carbamimidoyl-1',2',3',6'-tetrahydro-[3,4'-bipyridin]-6-yl}-4-(1-carbamimidoyl-1,2,3,6-tetrahydropyridin-4-yl)furan-2-carboxamide